Methyl (5S)-5-(methoxymethyl)pyrrolidine-2-carboxylate COC[C@@H]1CCC(N1)C(=O)OC